1-[6-chloro-3-(2-methoxyacetyl)-2-pyridyl]-5-methyl-pyrazole-3-carbonitrile ClC1=CC=C(C(=N1)N1N=C(C=C1C)C#N)C(COC)=O